1-(4-(4-chloro-2-oxopyridin-1(2H)-yl)phenyl)-N-ethyl-5-(trifluoromethyl)-1H-imidazole-4-carboxamide ClC1=CC(N(C=C1)C1=CC=C(C=C1)N1C=NC(=C1C(F)(F)F)C(=O)NCC)=O